methyl dimethyl-L-valinate CN([C@@H](C(C)C)C(=O)OC)C